1-hydroxy-3-methyl-5-nitro-3H-2,1-benzoxaborole OB1OC(C2=C1C=CC(=C2)[N+](=O)[O-])C